1-pentafluoroethyl-4,5-dicyano-imidazolium FC(C(F)(F)F)(N1C=[NH+]C(=C1C#N)C#N)F